N-[5-[[2-(2-isopropylpyrrolidin-1-yl)acetyl]amino]-2-methyl-3-pyridyl]-2-(1-methylpyrazol-4-yl)-1H-pyrrolo[2,3-b]pyridine-5-carboxamide C(C)(C)C1N(CCC1)CC(=O)NC=1C=C(C(=NC1)C)NC(=O)C=1C=C2C(=NC1)NC(=C2)C=2C=NN(C2)C